CO[C@H]1CN(CCC1)[C@H]1COC2=CC=CC=C2[C@@H]1NC=1C=2C=C(N(C2C=CC1)COCC[Si](C)(C)C)C(F)(F)F N-((3R,4S)-3-((R)-3-methoxypiperidin-1-yl)chroman-4-yl)-2-(trifluoromethyl)-1-((2-(trimethylsilyl)ethoxy)methyl)-1H-indol-4-amine